18-methylnonadecyl docos-13-enoate C(CCCCCCCCCCCC=CCCCCCCCC)(=O)OCCCCCCCCCCCCCCCCCC(C)C